[Cl-].C(=O)(O)C1=CC=C(C=N1)OC1=CC=C(C=C1)C1CCN(CC1)C(=O)C1=CC(=C(C=C1)N1CC[NH+](CC1)CC)NS(=O)(=O)CC1=CC=CC=C1 4-(4-(4-(4-((6-carboxypyridin-3-yl)oxy)phenyl)piperidine-1-carbonyl)-2-((phenylmethyl)sulfonamido)phenyl)-1-ethylpiperazin-1-ium chloride